C12(C(=O)CC(CC1)C2(C)C)CS(=O)(=O)O.NNC(=N)N aminoguanidine (+)-camphor-10-sulfonate